BrC=1C2=C(C=NC1)C(C(C2)O)(OC)OC 4-Bromo-7,7-dimethoxy-6,7-dihydro-5H-cyclopenta[c]pyridine-6-ol